(2r,3s,4s,5r)-3-(3,4-difluoro-2-(methylthio)phenyl)-4,5-dimethyl-5-(trifluoromethyl)tetrahydrofuran-2-carboxylic acid FC=1C(=C(C=CC1F)[C@H]1[C@@H](O[C@]([C@H]1C)(C(F)(F)F)C)C(=O)O)SC